(S)-tert-butyl(4-(8-((5-bromopentyl)oxy)-7-methoxy-5-oxo-5,10,11,11a-tetrahydro-1H-benzo[e]pyrrolo[1,2-a][1,4]diazepin-2-yl)phenyl)carbamate C(C)(C)(C)OC(NC1=CC=C(C=C1)C=1C[C@@H]2N(C(C3=C(NC2)C=C(C(=C3)OC)OCCCCCBr)=O)C1)=O